2-bromo-4-(bromomethyl)-1-fluorobenzene BrC1=C(C=CC(=C1)CBr)F